tert-butyl 2-(1-benzofuran-5-yl)-3-(pyridin-4-yl)-6,7-dihydropyrazolo[1,5-a]pyrazine-5(4H)-carboxylate O1C=CC2=C1C=CC(=C2)C2=NN1C(CN(CC1)C(=O)OC(C)(C)C)=C2C2=CC=NC=C2